(4Z)-1,5-diphenylpenta-1,4-dien-3-one dipalladium [Pd].[Pd].C1(=CC=CC=C1)C=CC(\C=C/C1=CC=CC=C1)=O